N-(6-(1,2-dimethyl-1H-imidazol-5-yl)isoquinolin-3-yl)-1-(2-isopropoxyethyl)azetidine-3-carboxamide 2-ethylhexyl-2-hydroxy-salicylate C(C)C(COC(C1C(O)(C=CC=C1)O)=O)CCCC.CN1C(=NC=C1C=1C=C2C=C(N=CC2=CC1)NC(=O)C1CN(C1)CCOC(C)C)C